NC1=C(C=C(C=N1)NC(C(=O)N1C(CCC(C1)C)C=1C=C2C3(C(NC2=C(C1)F)=O)CCC3)=O)CC N-(6-amino-5-ethylpyridin-3-yl)-2-(2-(7'-fluoro-2'-oxospiro[cyclobutane-1,3'-indolin]-5'-yl)-5-methylpiperidin-1-yl)-2-oxoacetamide